2-mercapto-1-ethanesulfonate SCCS(=O)(=O)[O-]